ClC=1C=C(C=C(C1CC1=C(C(=C(C=C1)O)C(C)C)F)Cl)C1=C(C(=C(C=C1)F)O)F 3',5'-dichloro-2,4-difluoro-4'-(2-fluoro-4-hydroxy-3-isopropylbenzyl)-[1,1'-biphenyl]-3-ol